4-(4-Chlorobutoxy)quinazoline ClCCCCOC1=NC=NC2=CC=CC=C12